2-(trimethylsilyl)imidazole C[Si](C=1NC=CN1)(C)C